C(C)(C)(C)OC(=O)N1C[C@@H](OCC1)C(=O)O (2R)-4-t-butoxycarbonylmorpholine-2-carboxylic acid